Tri-N-acetyl-D-glucosamine CC(=O)N[C@@H]1[C@H]([C@@H]([C@H](O[C@H]1O)CO)O[C@H]2[C@@H]([C@H]([C@@H]([C@H](O2)CO)O[C@H]3[C@@H]([C@H]([C@@H]([C@H](O3)CO)O)O)NC(=O)C)O)NC(=O)C)O